C(C=C)(=O)OCCC[Si](OCC)(OCC)C 3-Acryloxypropyl-methyl-diethoxysilane